dipropylene glycol mono-T-butyl ether C(C)(C)(C)OC(C)COC(C)CO